(S)-2-((trifluoromethoxy)methyl)-4-(4-(trifluoromethyl)benzyl)piperazine-1-carboxylic acid tert-butyl ester C(C)(C)(C)OC(=O)N1[C@@H](CN(CC1)CC1=CC=C(C=C1)C(F)(F)F)COC(F)(F)F